ClC=1C=C(C=CC1F)C1=C(C=C2C(=NC(N3C2=C1SC[C@@H](C3)OCCOC)=O)N3CCNCC3)C(F)(F)F (R)-11-(3-chloro-4-fluorophenyl)-3-(2-methoxyethoxy)-8-(piperazin-1-yl)-10-(trifluoromethyl)-3,4-dihydro-2H,6H-[1,4]thiazepino[2,3,4-ij]quinazolin-6-one